C1(=CC(=CC=C1)C1=NC2=CC=CC=C2C(=C1)C(=O)O)C 2-(m-tolyl)quinoline-4-carboxylic acid